2-[1-[4-[(2,6-dioxo-3-piperidyl) amino]-2-fluoro-phenyl]-4-hydroxy-4-piperidinyl]Acetate O=C1NC(CCC1NC1=CC(=C(C=C1)N1CCC(CC1)(O)CC(=O)[O-])F)=O